N-(3-(6-cyclopropyl-4-((2-fluoro-4-iodophenyl)amino)-1,3-dimethyl-2,5-dioxo-1,2,5,6-tetrahydropyrido[2,3-d]pyridazin-8-yl)phenyl)-N-methylmethanesulfonimidamide C1(CC1)N1N=C(C2=C(C1=O)C(=C(C(N2C)=O)C)NC2=C(C=C(C=C2)I)F)C=2C=C(C=CC2)N(S(=O)(=N)C)C